N-oleyl-N-methylammonium chloride [Cl-].C(CCCCCCC\C=C/CCCCCCCC)[NH2+]C